N1C=CC2=C1C(NCC=C2)=O 1H,6H,7H,8H-pyrrolo[2,3-c]azepin-8-one